C(C)N(C(=O)F)CC N,N-diethyl-fluorocarboxamide